ClC=1N(N=C2C(N(N=CC21)[C@H]2[C@H](C2)OC)=O)CC2=C(C=CC=C2)F 3-chloro-2-(2-fluorobenzyl)-6-((1R,2S)-2-methoxycyclopropyl)-2,6-dihydro-7H-pyrazolo[3,4-d]pyridazin-7-one